6-amino-7-(2,6-dimethyl-3-((2-(trimethylsilyl)ethoxy)methoxy)phenyl)-2,3-dimethyl-2H-indazole-5-carbonitrile NC=1C(=CC2=C(N(N=C2C1C1=C(C(=CC=C1C)OCOCC[Si](C)(C)C)C)C)C)C#N